CC(C(C(=O)[O-])(C1=CC=CC=C1)I)CCCCCCCCCCCC β-methyliodophenylpentadecanoate